((2R,3S,5R)-5-(6-amino-2-fluoro-9H-purin-9-yl)-2-ethynyl-3-hydroxy-tetrahydrofuran-2-yl)methyl 4-(1-adamantyl)butyl carbonate C(OC[C@]1(O[C@H](C[C@@H]1O)N1C2=NC(=NC(=C2N=C1)N)F)C#C)(OCCCCC12CC3CC(CC(C1)C3)C2)=O